6-[(2-amino-5-chloropyridin-4-yl)thio]Pyrazin-2-yl-Methanol NC1=NC=C(C(=C1)SC1=CN=CC(=N1)CO)Cl